N1C(=CC=2C=NC=CC21)CNC(=O)[C@H]2N(C[C@@H](C2)OC(F)F)C(CNC(C2=CC(=CC=C2)OCC2=C(C=C(C=C2)C)F)=O)=O (2S,4R)-N-((1H-pyrrolo[3,2-c]pyridin-2-yl)methyl)-4-(difluoromethoxy)-1-((3-((2-fluoro-4-methylbenzyl)oxy)benzoyl)glycyl)pyrrolidine-2-carboxamide